2-benzyl-8-(Naphthalen-2-ylmethyl)hexahydro-1H-pyrazino[1,2-a]pyrazine-1,4(6H)-dione C(C1=CC=CC=C1)N1C(C2N(C(C1)=O)CCN(C2)CC2=CC1=CC=CC=C1C=C2)=O